ClC1=CC(=CC(=N1)N1C(CC2N(CCCC21)C(=O)OCC2=CC=CC=C2)C(N(C=2C=C(C=CC2)C)C)=O)C(F)(F)F cis-benzyl 1-(6-chloro-4-(trifluoromethyl)pyridin-2-yl)-2-(methyl (m-tolyl)carbamoyl)octahydro-4H-pyrrolo[3,2-b]pyridine-4-carboxylate